(S)-1-(2-chloro-5-((1-(2,2,2-trifluoroethyl)-1H-pyrazol-4-yl)ethynyl)pyridin-4-yl)piperidin-3-ol ClC1=NC=C(C(=C1)N1C[C@H](CCC1)O)C#CC=1C=NN(C1)CC(F)(F)F